FC(C(=O)O)(F)F.FC(C(=O)O)(F)F.NC=1SC2=C(N1)C(=CC=C2F)C2=C1C=CN3C1=C(C=C2F)C(N2C(CC3)CNCC2)=O 3-(2-Amino-7-fluorobenzo[d]thiazol-4-yl)-2-fluoro-8,8a,9,10,11,12-hexahydro-7H,14H-pyrazino[1',2':5,6][1,5]diazocino[3,2,1-hi]indol-14-one bis(2,2,2-trifluoroacetate)